1-Pentyl-1-butylpiperidinium methansulfonat CS(=O)(=O)[O-].C(CCCC)[N+]1(CCCCC1)CCCC